CC=1C=NC(=NC1)NC(CN1C(C2=CC=C(C(=C2C2(C(C2)(F)F)C1)F)Br)=O)=O N-(5-methylpyrimidin-2-yl)-2-[6-bromo-1',1',5-trifluoro-1-oxospiro[3H-isoquinolin-4,2'-cyclopropan]-2-yl]acetamide